Cl.Cl.FC1=C(C=CC(=C1)F)CC1=CC2=C(C=N1)C(CN2C(CN2[C@H](CN[C@@H](C2)C)CN2C(C=CC=C2)=O)=O)(C)C 1-{[(2R,5R)-1-(2-{6-[(2,4-Difluorophenyl)methyl]-3,3-dimethyl-1H,2H,3H-pyrrolo[3,2-c]pyridin-1-yl}-2-oxoethyl)-5-methylpiperazin-2-yl]methyl}-1,2-dihydropyridin-2-one dihydrochloride